N-(2,6-dimethylphenyl)-[1,2,4]triazolo[4,3-a]pyridin-3-amine CC1=C(C(=CC=C1)C)NC1=NN=C2N1C=CC=C2